(2S,3R)-3-((2-aminopyridin-4-yl)methyl)-N2-(1-methyl-1H-imidazol-2-yl)-N1-((R)-1-(4-trifluoromethoxyphenyl)propyl)-N2-methyl-4-oxoazetidine-1,2-dicarboxamide NC1=NC=CC(=C1)C[C@@H]1[C@H](N(C1=O)C(=O)N[C@H](CC)C1=CC=C(C=C1)OC(F)(F)F)C(=O)N(C)C=1N(C=CN1)C